2-Hydroxy-6-[5-(4-methylpiperazine-1-carbonyl)furan-2-yl]naphthalene-1-carbaldehyde OC1=C(C2=CC=C(C=C2C=C1)C=1OC(=CC1)C(=O)N1CCN(CC1)C)C=O